NC1=NC=CC=C1C=1C=CC(=C2CC([C@H](C12)O)(F)F)C1CCC(C=2C=C(C=CC12)F)F 8-[(1S)-7-(2-aminopyridin-3-yl)-2,2-difluoro-1-hydroxy-1,3-dihydroinden-4-yl]-3,5-difluoro-5,6,7,8-tetrahydronaphthalene